O1CCC2=C1C=CC(=C2)OC2=C(C=C(CN1CCC(CC1)CN1N=NC(=C1)C1=C(NC3=CC=C(C=C13)F)C(=O)OCC(C)C)C=C2)C(C)C Isobutyl 3-(1-((1-(4-((2,3-dihydrobenzofuran-5-yl)oxy)-3-isopropylbenzyl)piperidin-4-yl)methyl)-1H-1,2,3-triazol-4-yl)-5-fluoro-1H-indol-2-carboxylat